N1(N=CC=C1)CC1=CC2=C(C(=NO2)NS(=O)(=O)C2=C(C=CC=C2)OC)C2=C1CCO2 N-(4-((1H-pyrazol-1-yl)methyl)-2,3-dihydrobenzofuro[7,6-d]isoxazol-8-yl)-2-methoxybenzenesulfonamide